BrC=1C=C2C3(CN(C2=CC1)C(=O)OC(C)(C)C)CCC1(CC3)CC1 tert-butyl 5''-bromodispiro[cyclopropane-1,1'-cyclohexane-4',3''-indoline]-1''-carboxylate